N-(4-(4-cyclopropylpiperazin-1-yl)-3-ethoxyphenyl)-4-((8-methyl-2,3-dihydro-1H-pyrido[2,3-b][1,4]oxazin-7-yl)amino)-2-oxo-1,2-dihydropyridine-3-carboxamide C1(CC1)N1CCN(CC1)C1=C(C=C(C=C1)NC(=O)C=1C(NC=CC1NC1=C(C2=C(OCCN2)N=C1)C)=O)OCC